1-(4-(7-oxa-2-azaspiro[3.5]non-2-yl)phenyl)-4-chloro-5-fluoro-1H-benzo[d][1,2,3]triazol-6-ol C1N(CC12CCOCC2)C2=CC=C(C=C2)N2N=NC1=C2C=C(C(=C1Cl)F)O